C(#N)C(C(=O)OC)=C1CCCC1 Methyl 2-cyano-2-cyclopentylidene-acetate